N'-(7-chloroquinolin-4-yl)-N-cyclohexylpropane-1,3-diamine ClC1=CC=C2C(=CC=NC2=C1)NCCCNC1CCCCC1